O(C1=CC=CC=C1)[Si](CC=CC[Si](OC1=CC=CC=C1)(OC1=CC=CC=C1)OC1=CC=CC=C1)(OC1=CC=CC=C1)OC1=CC=CC=C1 1,4-bis(triphenoxysilyl)-2-butene